C(#N)C=1C=C2C3=C(NC2=CC1)N=CC(=C3NC(C)C)C(=O)O 6-cyano-4-(isopropylamino)-9H-pyrido[2,3-b]indole-3-carboxylic acid